BrC=1C=C2C(=NC1)NC=C2C2=NC(=NC=C2Cl)N 4-(5-bromo-1H-pyrrolo[2,3-b]pyridin-3-yl)-5-chloropyrimidin-2-amine